10,10-Bis(4-hydroxyethoxyphenyl)-9,9-bisphenyltetrahydroanthracene OCCOC1=CC=C(C=C1)C1(C=2CCCCC2C(C2=CC=CC=C12)(C1=CC=CC=C1)C1=CC=CC=C1)C1=CC=C(C=C1)OCCO